N-(2-Amino-6-(1-methyl-1H-pyrazol-4-yl)phenyl)-N-methylmethanesulfonamide NC1=C(C(=CC=C1)C=1C=NN(C1)C)N(S(=O)(=O)C)C